S-[4-[[ethyl(methyl)amino]methyl]phenyl] N,N-dimethylcarbamothioate CN(C(SC1=CC=C(C=C1)CN(C)CC)=O)C